C(C1=CC=CC=C1)N1C(=CC=2C3(NC=4C=CC=CC4C21)C(N(C2=CC=CC=C23)CC2=CC=C(C=C2)C)=O)C (-)-1'-Benzyl-2'-methyl-1-(4-methylbenzyl)-1',5'-dihydrospiro[indoline-3,4'-pyrrolo[3,2-c]quinolin]-2-one